4-[isopropyl(methyl)amino]pyrimidine-2-carbaldehyde C(C)(C)N(C1=NC(=NC=C1)C=O)C